N1CCC(CC1)CN1N=CC(=C1)C1=C2C=NN(C2=CC=C1)C1C(NC(CC1)=O)=O 3-(4-(1-(piperidin-4-ylmethyl)-1H-pyrazol-4-yl)-1H-indazol-1-yl)piperidine-2,6-dione